ClC=1C=C(C=CC1F)NC(N(C)[C@@H](C)C1=CN(C(C2=CC(=C(C=C12)F)F)=O)C)=O (S)-3-(3-chloro-4-fluorophenyl)-1-(1-(6,7-difluoro-2-methyl-1-oxo-1,2-dihydroisoquinolin-4-yl)ethyl)-1-methylurea